1-(5'-(4-Amino-3-(dimethylcarbamoyl)-2-fluorophenyl)-4'-chloro-1',2'-dihydrospiro[cyclopentane-1,3'-pyrrolo[2,3-b]pyridin]-3-yl)-1H-pyrazole-4-carboxamide NC1=C(C(=C(C=C1)C=1C(=C2C(=NC1)NCC21CC(CC1)N1N=CC(=C1)C(=O)N)Cl)F)C(N(C)C)=O